FC1(CC(C1)C=1C=CC(=NC1F)C(NC(=O)C1N(CC(C1)F)C(CC=1N=CC(NC1)=O)=O)C1=CC=CC=C1)F N-{[5-(3,3-difluorocyclobutyl)-6-fluoropyridin-2-yl](phenyl)methyl}-4-fluoro-1-[2-(5-oxo-4,5-dihydropyrazin-2-yl)acetyl]pyrrolidine-2-carboxamide